CN1N=CC(=C1C1=CC=2N(C=C1)N=C(C2)NC=2N=NC=C(C2)C)OC[C@@H]2N(CC2)C 5-[2-methyl-4-[[(2R)-1-methylazetidin-2-yl]methoxy]pyrazol-3-yl]-N-(5-methylpyridazin-3-yl)pyrazolo[1,5-a]pyridin-2-amine